NC=1C=C(C=C(C1)C(F)(F)F)[C@@H](C)NC(=O)C=1C=2N(C=C(C1)C=1C=NN(C1)CC(F)F)C[C@H](N2)C (R)-N-((R)-1-(3-amino-5-(trifluoromethyl)phenyl)ethyl)-6-(1-(2,2-difluoroethyl)-1H-pyrazol-4-yl)-2-methyl-2,3-dihydroimidazo[1,2-a]pyridine-8-carboxamide